NCCN(CCN1C(N(CC1)CCNCCN(CC#N)CC#N)=O)CCNCC#N 2,2'-((2-((2-(3-(2-((2-aminoethyl)(2-((cyanomethyl)amino)eth-yl)amino)ethyl)-2-oxoimidazolidin-1-yl)ethyl)amino)ethyl)azane-diyl)diacetonitrile